(S) or (R)-3-hydroxytetrahydrofuran O[C@@H]1COCC1 |o1:1|